ClC=1C=C2C(=C3C4(NC(NC13)=O)CCCCC4)OC(=C2)C(=O)NCC2=NC=C(C=C2)OC(F)F 5'-chloro-N-{[5-(difluoromethoxy)pyridin-2-yl]methyl}-7'-oxo-7',8'-dihydro-6'H-spiro[cyclohexane-1,9'-furo[2,3-f]quinazoline]-2'-carboxamide